C(C)(C)[C@H]1[C@@H](C[C@@H](CC1)C)OC(CCC(=O)O)=O 4-(((1r,2s,5r)-2-isopropyl-5-methylcyclohexyl)oxy)-4-oxobutyric acid